Boc-cystamine hydrochloride Cl.C(=O)(OC(C)(C)C)NCCSSCCN